2-Cyclopentyl-6-{[5-methyl-3-(6-methylpyridin-3-yl)-1,2-oxazol-4-yl]methoxy}-1,2,3,4-tetrahydro-2,7-naphthyridine C1(CCCC1)N1CC2=CN=C(C=C2CC1)OCC=1C(=NOC1C)C=1C=NC(=CC1)C